CNC(=O)C1=NC(=C(C=C1)N1CCNCC1)C N,6-dimethyl-5-(piperazin-1-yl)pyridinecarboxamide